BrC1=C2C(=CN=C1)N(C=C2)S(=O)(=O)C2=CC=C(C)C=C2 4-bromo-1-(p-toluenesulfonyl)pyrrolo[2,3-c]Pyridine